((1S,4S)-4-(2-amino-2-methylpropyl)cyclohexyl)carbamic acid tert-butyl ester C(C)(C)(C)OC(NC1CCC(CC1)CC(C)(C)N)=O